methyl 3-(1,4-dimethyl-1H-benzo[d][1,2,3]triazol-5-yl)-3-(3-(((R)-4-ethyl-3,4-dihydro-[1,4]oxazepino[6,7-f]quinolin-2(1H)-yl)methyl)-4-methylphenyl)-2,2-dimethylpropanoate CN1N=NC2=C1C=CC(=C2C)C(C(C(=O)OC)(C)C)C2=CC(=C(C=C2)C)CN2C[C@H](OC=1C(=C3C=CC=NC3=CC1)C2)CC